2-((6-(2-chloro-3-(3-chloro-6'-((((1s,4s)-4-hydroxycyclohexyl)amino)methyl)-5'-methoxy-[2,3'-bipyridin]-4-yl)phenyl)-2-methoxypyridin-3-yl)methyl)-2,6-diazaspiro[3.4]octan-7-one ClC1=C(C=CC=C1C1=C(C(=NC=C1)C=1C=NC(=C(C1)OC)CNC1CCC(CC1)O)Cl)C1=CC=C(C(=N1)OC)CN1CC2(C1)CNC(C2)=O